(E)-Imino(4-methoxyphenyl)(2-(pyridin-2-yl)vinyl)-λ6-sulfanone N=S(=O)(\C=C\C1=NC=CC=C1)C1=CC=C(C=C1)OC